(E)-3-(dimethylamino)-1-(2-hydroxy-5-(1-((2-methoxyethyl)amino)ethyl)-3-methylphenyl)prop-2-en-1-one CN(/C=C/C(=O)C1=C(C(=CC(=C1)C(C)NCCOC)C)O)C